2-[({[2'-({[4-(Methylsulfanyl)phenyl]carbamoyl}oxy)-1,1'-binaphthyl-2-yl]oxy}carbonyl)amino]ethyl methacrylate C(C(=C)C)(=O)OCCNC(=O)OC1=C(C2=CC=CC=C2C=C1)C1=C(C=CC2=CC=CC=C12)OC(NC1=CC=C(C=C1)SC)=O